(S)-N,N-diethyl-1-{2-[1-(4-fluorophenyl)ethylamino]-6-(pyrazin-2-ylamino)pyrimidin-4-yl}azetidine-3-carboxamide C(C)N(C(=O)C1CN(C1)C1=NC(=NC(=C1)NC1=NC=CN=C1)N[C@@H](C)C1=CC=C(C=C1)F)CC